2-(6-cyclobutoxy-1,5-naphthyridin-4-yl)-1H,5H,6H,7H-pyrrolo[3,2-c]Pyridin-4-one C1(CCC1)OC=1N=C2C(=CC=NC2=CC1)C1=CC=2C(NCCC2N1)=O